3-(3-methoxyazetidin-1-yl)-1-methyl-1H-pyrazole-4-carboxylic acid ethyl ester C(C)OC(=O)C=1C(=NN(C1)C)N1CC(C1)OC